3-(methoxymethyl)-2-oxopyrrolidine-3-carbonitrile COCC1(C(NCC1)=O)C#N